N[C@H]1C[C@H](N(C1)C1=C(C=CC2=C1N=C(S2)C)NC(=O)C2=NC(=NC=C2)C2=C(C=CC=C2OC)F)CO N-(4-((2S,4S)-4-amino-2-(hydroxymethyl)pyrrolidin-1-yl)-2-methylbenzo[d]thiazol-5-yl)-2-(2-fluoro-6-methoxyphenyl)pyrimidine-4-carboxamide